3-methyl-4-[methyl-bis(trimethylsiloxy)silyl]Cinnamic acid CC=1C=C(C=CC(=O)O)C=CC1[Si](O[Si](C)(C)C)(O[Si](C)(C)C)C